[Br-].C(C)(=O)NC[C@H]1CN(C(O1)=O)C1=CC(=C(C=C1)C1=CC=[N+](C=C1)CC1=CC=CC2=CC=CC=C12)F (S)-4-{4-[5-(acetamidomethyl)-2-oxooxazolidin-3-yl]-2-fluorophenyl}-1-(naphthalen-1-ylmethyl)pyridin-1-ium bromide